methylthiophene tartrate (methyl-tartrate) CC(C(=O)O)(O)C(O)C(=O)O.C(=O)(O)C(O)C(O)C(=O)O.CC=1SC=CC1